C(C)(=O)C1=C(C(=CC(=C1)Cl)F)S(=O)(=O)Cl 2-acetyl-4-chloro-6-fluorobenzenesulfonyl chloride